1-hexyl nonanoate C(CCCCCCCC)(=O)OCCCCCC